ClC=1C=CC=C2C(CC(OC12)C1=C(OCCCOCC(=O)O)C=C(C=C1)C(F)(F)F)=O 2-[3-[2-(8-chloro-4-oxo-chroman-2-yl)-5-(trifluoromethyl)phenoxy]propoxy]acetic acid